FC1=CC=C(C=C1)C(N1CCN(CC1)C1=C(C(N(C=2C=CC(=NC12)C(=O)N(C)C)C)=O)C#N)C1=CC=C(C=C1)F 8-(4-(Bis(4-fluorophenyl)methyl)piperazin-1-yl)-7-cyano-N,N,5-trimethyl-6-oxo-5,6-dihydro-1,5-naphthyridin-2-carboxamid